O1[C@@H]([C@H]([C@H]([C@@H](C1)C1=C(C(=O)[O-])C=C(C(=C1OC(C1=CC(=C(C(=C1)OC(C1=CC(=C(C(=C1)O)O)O)=O)O)O)=O)O)O)C1=C(C(=O)[O-])C=C(C(=C1OC(C1=CC(=C(C(=C1)OC(C1=CC(=C(C(=C1)O)O)O)=O)O)O)=O)O)O)C1=C(C(=O)[O-])C=C(C(=C1OC(C1=CC(=C(C(=C1)OC(C1=CC(=C(C(=C1)O)O)O)=O)O)O)=O)O)O)C1=C(C(=O)[O-])C=C(C(=C1OC(C1=CC(=C(C(=C1)OC(C1=CC(=C(C(=C1)O)O)O)=O)O)O)=O)O)O (2S,3R,4S,5R)-tetrahydro-2H-pyran-2,3,4,5-tetrayltetrakis(3-((3,4-dihydroxy-5-((3,4,5-trihydroxybenzoyl) oxy) benzoyl) oxy)-4,5-dihydroxybenzoate)